[C@@H]1([C@@H](CCCC1)N)N (R,2R)-(-)-1,2-cyclohexanediamine